2-{6-[5-chloro-2-(methylamino)pyrimidin-4-yl]-1-oxo-2,3-dihydro-1H-isoindol-2-yl}-N-[(1S,2S)-2-hydroxy-1-(3-methoxyphenyl)butyl]acetamide ClC=1C(=NC(=NC1)NC)C1=CC=C2CN(C(C2=C1)=O)CC(=O)N[C@H]([C@H](CC)O)C1=CC(=CC=C1)OC